2-methylcyclopropane-1-carboxamide CC1C(C1)C(=O)N